3-cyclopropyl-1-(4-fluorophenyl)-6-oxo-1,6-dihydropyridine-2,5-dicarboxamide C1(CC1)C1=C(N(C(C(=C1)C(=O)N)=O)C1=CC=C(C=C1)F)C(=O)N